(1H-imidazolylmethyl)-phenylacetic acid N1(C=NC=C1)CC(C(=O)O)C1=CC=CC=C1